5-chloro-2-[(3,3-difluorocyclobutanecarbonyl)amino]-N-[(1S)-4,4-difluoro-1-[2-(methylamino)-2-oxo-acetyl]pentyl]benzamide ClC=1C=CC(=C(C(=O)N[C@@H](CCC(C)(F)F)C(C(=O)NC)=O)C1)NC(=O)C1CC(C1)(F)F